CC1=C(C=C2C(N(C=NC2=C1C)[C@H]1CCOC[C@@H]1O)=O)CC1=CC=C(C=C1)N1N=CC=C1 1,5-anhydro-2,3-dideoxy-3-(7,8-dimethyl-4-oxo-6-(4-(1H-pyrazol-1-yl)benzyl)quinazolin-3(4H)-yl)-L-threo-pentitol